5-[3-(bromomethyl)phenyl]-1-(oxan-2-yl)-1H-1,2,3,4-tetrazole BrCC=1C=C(C=CC1)C1=NN=NN1C1OCCCC1